(2R,3S,5R)-5-(4-amino-2-chloro-7H-pyrrolo[2,3-d]pyrimidin-7-yl)-2-ethynyl-2-(hydroxymethyl)tetrahydrofuran-3-yl dodecanoate C(CCCCCCCCCCC)(=O)O[C@@H]1[C@](O[C@H](C1)N1C=CC2=C1N=C(N=C2N)Cl)(CO)C#C